4-[(3S)-3-amino-3-methylpyrrolidin-1-yl]-N-(2,3-dihydro-1H-inden-1-yl)-5-(3-fluoro-5-methylphenyl)pyridine-3-carboxamide N[C@@]1(CN(CC1)C1=C(C=NC=C1C1=CC(=CC(=C1)C)F)C(=O)NC1CCC2=CC=CC=C12)C